N-[2-methyl-1-[[(4-methylbenzoyl)amino]methyl]propyl]carbamic acid 2,2,2-trifluoroethyl ester FC(COC(NC(C(C)C)CNC(C1=CC=C(C=C1)C)=O)=O)(F)F